CC1=C(COC2C3(CCC(C2)(O3)C(C)C)C)C=CC=C1 (+/-)-2-exo-(2-methylbenzyloxy)-1-methyl-4-isopropyl-7-oxabicyclo[2.2.1]heptane